C1(CC\C=C/CCC1)C(=O)O (Z)-cycloocta-4-ene-1-carboxylic acid